[4-(4-chlorophenoxy)-2-trifluoromethyl-phenyl]-1-[1,2,4]triazol-1-yl-propan-2-ol ClC1=CC=C(OC2=CC(=C(C=C2)C(C(C)O)N2N=CN=C2)C(F)(F)F)C=C1